N-[4-(4-methanesulfonylthiophen-2-yl)-5-(trifluoromethyl)pyrimidin-2-yl]-2-methyl-1,2,3,4-tetrahydroisoquinolin-7-amine CS(=O)(=O)C=1C=C(SC1)C1=NC(=NC=C1C(F)(F)F)NC1=CC=C2CCN(CC2=C1)C